[Na+].S(=O)(=O)(OCCCCCCCCCCCCCCCCCC)[O-] Octadecyl sulfate sodium salt